C=[N-] methylenamide